2-aminotetrahydronaphthalene-2-carboxylic acid NC1(CC2=CC=CCC2CC1)C(=O)O